(S)-N-(1-amino-3-hydroxy-2-methyl-1-oxopropan-2-yl)-2-methyl-5-(3-phenylazetidin-1-yl)benzofuran-3-carboxamide NC([C@@](CO)(C)NC(=O)C1=C(OC2=C1C=C(C=C2)N2CC(C2)C2=CC=CC=C2)C)=O